C(C)(C)(C)OC(=O)N1CCC(CC1)OCCC(=O)O 3-((1-(tert-butoxycarbonyl)piperidin-4-yl)oxy)propanoic acid